3-methyl-2-[2-(3-methyloxetan-3-yl)pyrazolo[3,4-b]pyridin-6-yl]-5-(trifluoromethyl)phenol CC=1C(=C(C=C(C1)C(F)(F)F)O)C=1C=CC=2C(N1)=NN(C2)C2(COC2)C